cyclooct-4-enyl salicylate C(C=1C(O)=CC=CC1)(=O)OC1CCC=CCCC1